(S)-N-(1-(3-(2-(3,3-difluoroazetidin-1-yl)pyridin-4-yl)-1,2,4-oxadiazol-5-yl)ethyl)-1-methyl-3-(trifluoromethyl)-1H-pyrazole-5-carboxamide FC1(CN(C1)C1=NC=CC(=C1)C1=NOC(=N1)[C@H](C)NC(=O)C1=CC(=NN1C)C(F)(F)F)F